N-[4-[(6,7-dimethoxy-1,5-naphthyridin-4-yl)oxy]phenyl]-1-(2-fluoroethyl)-5-(4-fluoro-2-methylphenyl)-6-methyl-4-oxopyridine-3-carboxamide COC=1N=C2C(=CC=NC2=CC1OC)OC1=CC=C(C=C1)NC(=O)C1=CN(C(=C(C1=O)C1=C(C=C(C=C1)F)C)C)CCF